FC=1C=C(C=C(C1)F)[C@@H]1N(OCC1)C1=CC(=NC=N1)NC=1C(=CC(=C(C1)NC(C=C)=O)N1CCN(CC1)CC)OC N-(5-((6-((R)-3-(3,5-difluorophenyl)-isoxazolidine-2-yl)pyrimidine-4-yl)amino)-2-(4-ethylpiperazine-1-yl)-4-methoxyphenyl)acrylamide